N-benzyl-N-(2-bromo-4-methylphenyl)methacrylamide C(C1=CC=CC=C1)N(C(C(=C)C)=O)C1=C(C=C(C=C1)C)Br